1-(5-cyanopyrimidin-2-yl)-N-(2-(difluoromethoxy)-6-methylpyridin-3-yl)-3-(2-isopropylphenyl)azetidine-3-carboxamide C(#N)C=1C=NC(=NC1)N1CC(C1)(C(=O)NC=1C(=NC(=CC1)C)OC(F)F)C1=C(C=CC=C1)C(C)C